FC=1C=C(CC=2C=CC(=NC2)C(=O)NC2=NN(C(CC2)=O)C)C=CC1 5-(3-fluorobenzyl)-N-(1-methyl-6-oxo-1,4,5,6-tetrahydropyridazin-3-yl)picolinamide